O=C(C(=O)OCCCCCC(=O)OC\C=C/CCCCCC)CCC(=O)OCCCCCC(=O)OC\C=C/CCCCCC bis(6-(((Z)-non-2-en-1-yl)oxy)-6-oxohexyl) 2-oxopentanedioate